ClC1=CC2=C(N(C(N=C2NC2CN(C2)C(C=C)=O)=O)C=2C(=NC=CC2C)C(C)C)N=C1C1=C(C=CC=C1)F (M)-6-chloro-7-(2-fluorophenyl)-1-(4-methyl-2-(2-propanyl)-3-pyridinyl)-4-((1-(2-propenoyl)-3-azetidinyl)amino)pyrido[2,3-d]pyrimidin-2(1H)-one